N'-(pyrimidin-2-ylmethyl)-N'-[[5-(trifluoromethyl)-2-pyridyl]methyl]oxamide 2,2,2-trifluoroethyl-2-oxo-2-[pyrimidin-2-ylmethyl-[[5-(trifluoromethyl)-2-pyridyl]methyl]amino]acetate FC(COC(C(N(CC1=NC=C(C=C1)C(F)(F)F)CC1=NC=CC=N1)=O)=O)(F)F.N1=C(N=CC=C1)CN(C(C(N)=O)=O)CC1=NC=C(C=C1)C(F)(F)F